COCCN(C1=CC=CC=2NC=NC21)CCOC N,N-bis(2-methoxyethyl)-1H-benzimidazol-4-amine